C(C)(C)(C)OC(=O)N(CCCN1CCN(CC1)C(=O)OCC1=CC=CC=C1)[C@H]1CCCC=2C=CC=NC12 benzyl (S)-4-(3-((tert-butoxycarbonyl)(5,6,7,8-tetrahydroquinolin-8-yl)amino)propyl)piperazine-1-carboxylate